3,5-dimethyl-α-methylstyrene CC=1C=C(C(=C)C)C=C(C1)C